CC(C)C(C(C(CC)=O)C)=O 2,4-dimethylheptane-3,5-dione